OOOC1=CC=C(C=C1)C1=CC=CC=C1 4-hydroxyperoxybiphenyl